2-((1-methylpiperidin-4-yl)ethynyl)-5-(3H-pyrrolo[2,3-c]isoquinolin-8-yl)thiazole CN1CCC(CC1)C#CC=1SC(=CN1)C1=CC=2C3=C(N=CC2C=C1)NC=C3